NC1=NC(=NC=C1)C=1C(=NN(C1O[C@@H](CCNC1=C(C=NC(=C1)Cl)C1=NC=C(C=C1F)C(C)(C)O)C)C)C (R)-2-(4'-((3-((4-(4-Aminopyrimidin-2-yl)-1,3-dimethyl-1H-pyrazol-5-yl)oxy)butyl)amino)-6'-chloro-3-fluoro-[2,3'-bipyridin]-5-yl)propan-2-ol